CS(=O)(=O)C1=CC(=CC=C1)C=C 1-(methylsulfonyl)-3-vinylbenzene